1-(3-((2-ethylhexyl)oxy)-5-pentadecylphenoxy)-3-(4-(2-hydroxyethyl)piperazin-1-yl)propan-2-ol C(C)C(COC=1C=C(OCC(CN2CCN(CC2)CCO)O)C=C(C1)CCCCCCCCCCCCCCC)CCCC